C(C)OC(=O)C1C(C=2N(CC1C)N=C(C2)OCC2=CC=CC=C2)=O 2-(benzyloxy)-6-methyl-4-oxo-4,5,6,7-tetrahydropyrazolo[1,5-a]pyridine-5-carboxylic acid ethyl ester